phosphinic acid sodium salt [Na+].[PH2]([O-])=O